(3R,4S)-3-cyclopropyl-1-[6-[1-(difluoromethyl)pyrazol-4-yl]-[1,3]thiazolo[5,4-c]pyridin-4-yl]-4-methyl-2-oxopyrrolidine-3-carbonitrile C1(CC1)[C@]1(C(N(C[C@H]1C)C1=NC(=CC2=C1SC=N2)C=2C=NN(C2)C(F)F)=O)C#N